CS(=O)(=O)C=1NC=CC1 methane-sulfonylpyrrol